C1(=CC=CC=C1)SCCCCSC1=CC=CC=C1 1,4-di(phenylthio)butane